FC=1C(=CC=2C3=C(NC(C2C1)=O)COC[C@@H]3N(C(=O)C=3C=C1C(=NNC1=CC3)OC)C)F (R)-N-(8,9-difluoro-6-oxo-1,4,5,6-tetrahydro-2H-pyrano[3,4-c]isoquinolin-1-yl)-3-methoxy-N-methyl-1H-indazole-5-carboxamide